1,1,1,3,3,3-hexafluoropropan-2-yl (+)-1-(benzoylcarbamoyl)-6-azaspiro[2.5]octane-6-carboxylate C(C1=CC=CC=C1)(=O)NC(=O)C1CC12CCN(CC2)C(=O)OC(C(F)(F)F)C(F)(F)F